tert-butyl (1-((4-chloro-3-oxobutan-2-yl)amino)-3-(4-fluorophenyl)-1-oxopropan-2-yl)carbamate ClCC(C(C)NC(C(CC1=CC=C(C=C1)F)NC(OC(C)(C)C)=O)=O)=O